BrC=1C=NN2C1N=C(C=C2N(C(OC(C)(C)C)=O)CC2CC(C2)(C)OC(=O)OC(C)(C)C)Cl Tert-butyl (3-bromo-5-chloropyrazolo[1,5-a]pyrimidin-7-yl)(((1s,3s)-3-((tert-butoxycarbonyl)oxy)-3-methylcyclobutyl)methyl)carbamate